2-[[6-[bis[(4-methoxyphenyl)methyl]amino]-4-(1-methylpyrazol-4-yl)-3-pyridinyl]oxy]propionitrile COC1=CC=C(C=C1)CN(C1=CC(=C(C=N1)OC(C#N)C)C=1C=NN(C1)C)CC1=CC=C(C=C1)OC